(5-chloro-3-pyridyl)methyl methanesulfonate CS(=O)(=O)OCC=1C=NC=C(C1)Cl